C(OCCOC)(OC1=CC=C(C=C1)[N+](=O)[O-])=O (2-methoxyethyl) (4-nitrophenyl) carbonate